6-(4-amino-2,3,5-trifluorophenyl)-8-isopropyl-2-(methylthio)pyrido[2,3-d]pyrimidin-7(8H)-one NC1=C(C(=C(C=C1F)C1=CC2=C(N=C(N=C2)SC)N(C1=O)C(C)C)F)F